4-(1-Methyl-1,2,3,4-tetrahydroisoquinolin-1-yl)thiophene-2-carbaldehyde CC1(NCCC2=CC=CC=C12)C=1C=C(SC1)C=O